C1(CC1)C(=O)N[C@@H](CC(=O)O)C(=O)O (cyclopropylcarbonyl)-L-aspartic acid